C(C)NCCCCCCCCCCNCC diethyldecamethylenediamine